(dimethylamino)-N-[1-(propan-2-yl)-1H-pyrazol-4-yl]acetamide CN(C)CC(=O)NC=1C=NN(C1)C(C)C